C1(CC1)NC(=O)C=1C2=CN(N=C2C=CC1)C=1C=NC=CC1 N-cyclopropyl-2-(3-pyridinyl)-2H-indazole-4-carboxamide